O1C(=CC2=C1C=CC=C2)CN(C(=O)C2=C(N=C(S2)C2=C(C(=C(C(=C2)F)F)O)F)C)C(C)C N-(benzofuran-2-ylmethyl)-N-isopropyl-4-methyl-2-(2,4,5-trifluoro-3-hydroxyphenyl)thiazole-5-carboxamide